dibutylnaphthalenesulfonic acid sodium salt CCCCC1=CC2=C(C=C1)C(=CC(=C2)CCCC)S(=O)(=O)[O-].[Na+]